N-(6-(5-ethyl-1,2,4-oxadiazol-3-yl)-2,3-dihydrobenzofuran-3-yl)-1,3-dimethyl-1H-pyrazole-5-carboxamide C(C)C1=NC(=NO1)C1=CC2=C(C(CO2)NC(=O)C2=CC(=NN2C)C)C=C1